Ethyl (E)-3-[3-(22,28-difluoro-24-oxa-9,12-dithia-5,19,30-triazapentacyclo-[23.3.1.12,5.015,23.016,20]triaconta-1(29),2(30),3,15,17,20,22,25,27-nonaen-6-yl)phenyl]prop-2-enoate FC=1C=C2NC=CC2=C2CCSCCSCCC(N3C=CC(C=4C(=CC=C(OC12)C4)F)=N3)C=3C=C(C=CC3)/C=C/C(=O)OCC